Fluoro-α-methyl[1,1'-biphenyl]-4-acetic acid FC1=C(C=CC(=C1)C(C(=O)O)C)C1=CC=CC=C1